FC(CO)(CN[C@@H](CC1=CNC2=CC=CC=C12)C)C 2-fluoro-3-[[(1R)-2-(1H-indol-3-yl)-1-methyl-ethyl]amino]-2-methyl-propan-1-ol